dimethoxybutyl peroxydicaprate O(OC(C([O-])=O)CCCCCCCC)C(C(OCCCC(OC)OC)=O)CCCCCCCC